CN1C=NC2=NC(=NC(=C12)NC1CC2CCC(C1)N2CCC#N)NC2=NNC(=C2)C 3-((3-exo)-3-((7-methyl-2-((5-methyl-1H-pyrazol-3-yl)amino)-7H-purin-6-yl)amino)-8-azabicyclo[3.2.1]oct-8-yl)propionitrile